3-chloro-2-(3,3-difluoro-1-piperidyl)aniline ClC=1C(=C(N)C=CC1)N1CC(CCC1)(F)F